Cl.C(C)OC1=C(C=C(C(=C1)CC)OCC)N1CCCCC1 2,5-diethoxy-4-Ethylphenyl-piperidine hydrochloride